N[C@H]1CN(CCC1)C=1C(=CC(=NC1)C1=CC(=C(C=C1)F)F)CC1=CN=C2N1C(=CN=C2N)Cl (R)-3-((5-(3-aminopiperidin-1-yl)-2-(3,4-difluorophenyl)pyridin-4-yl)methyl)-5-chloroimidazo[1,2-a]pyrazin-8-amine